ClCC1=CC(=C(OCC2CCN(CC2)S(=O)(=O)C)C=C1)S(=O)(=O)C1CC1 4-((4-(chloromethyl)-2-(cyclopropylsulfonyl)phenoxy)methyl)-1-(methyl-sulfonyl)piperidine